2-(1-(4-methylbenzenesulfonyl)azetidine-3-carboxamido)propionic acid ethyl ester C(C)OC(C(C)NC(=O)C1CN(C1)S(=O)(=O)C1=CC=C(C=C1)C)=O